2-(4-Ethyl-6-methylpyrazolo[1,5-a]pyrazin-2-yl)-7-{methyl-[2-(methylamino)ethyl]amino}-4H-pyrido[1,2-a]pyrimidin-4-one C(C)C=1C=2N(C=C(N1)C)N=C(C2)C=2N=C1N(C(C2)=O)C=C(C=C1)N(CCNC)C